1-(6-((4-(5-bromopyridine-3-yl)-1H-1,2,3-triazol-1-yl)methyl)-1H-indole-2-yl)-N-(cyclobutylmethyl)methylamine hydrochloride Cl.BrC=1C=C(C=NC1)C=1N=NN(C1)CC1=CC=C2C=C(NC2=C1)CNCC1CCC1